1-(5-(4-((4-((5-(Trifluoromethyl)pyridin-2-yl)amino)piperidin-1-yl)sulfonyl)phenyl)isoindolin-2-yl)ethan-1-one FC(C=1C=CC(=NC1)NC1CCN(CC1)S(=O)(=O)C1=CC=C(C=C1)C=1C=C2CN(CC2=CC1)C(C)=O)(F)F